di-tert-butyl-9-(5-chloro-[1,1'-biphenyl]-3-yl-2',3',4',5',6'-d5)-9H-carbazole C(C)(C)(C)C1=C(C=2N(C3=CC=CC=C3C2C=C1)C=1C=C(C=C(C1)Cl)C1=C(C(=C(C(=C1[2H])[2H])[2H])[2H])[2H])C(C)(C)C